C(C1=CC=CC=C1)N1CC2CC2C1 3-benzyl-3-azabicyclo[3.1.0]hexane